NCC1CN(CC1)C1=NC(=NC=C1CNC(=O)C1(CC1)C#N)C1=CC(=C(C=C1)Cl)C(F)(F)F N-[[4-[3-(aminomethyl)pyrrolidin-1-yl]-2-[4-chloro-3-(trifluoromethyl)phenyl]pyrimidin-5-yl]methyl]-1-cyano-cyclopropanecarboxamide